Tert-butyl 4-[3-[1-[1-[(4-methoxyphenyl)methyl]-2,6-dioxo-3-piperidyl]-3-methyl-2-oxo-benzimidazol-4-yl]cyclobutanecarbonyl]piperazine-1-carboxylate COC1=CC=C(C=C1)CN1C(C(CCC1=O)N1C(N(C2=C1C=CC=C2C2CC(C2)C(=O)N2CCN(CC2)C(=O)OC(C)(C)C)C)=O)=O